N-(5-(((2S,4R)-4-((1,8-naphthyridin-2-yl)oxy)-2-methylpyrrolidin-1-yl)methyl)-4-fluorothiazol-2-yl)acetamide N1=C(C=CC2=CC=CN=C12)O[C@@H]1C[C@@H](N(C1)CC1=C(N=C(S1)NC(C)=O)F)C